3-(8-bromo-3-(2,2,2-trifluoroethyl)indolizin-2-yl)Propionic acid BrC1=CC=CN2C(=C(C=C12)CCC(=O)O)CC(F)(F)F